C([O-])(O)=O.[C+](=O)=O carbon dioxide bicarbonate